BrC=1C=2N(C(=NN1)SC)C=NC2 1-bromo-4-(methylthio)imidazo[1,5-d][1,2,4]triazine